ClC1=CC=C(COC2=NN=C(S2)NC(C2=C(C=NC=C2)C2=CC(=CC=C2)OCCN2CCOCC2)=O)C=C1 N-(5-((4-chlorobenzyl)oxy)-1,3,4-thiadiazol-2-yl)-3-(3-(2-morpholinoethoxy)phenyl)isonicotinamide